(R)-5-(5-(1-(3,5-dimethyl-pyridazin-4-yl)ethoxy)-1H-indazol-3-yl)-3-methyl-2-((1-(oxetan-3-yl)piperidin-4-yl)oxy)benzonitrile CC=1N=NC=C(C1[C@@H](C)OC=1C=C2C(=NNC2=CC1)C=1C=C(C(=C(C#N)C1)OC1CCN(CC1)C1COC1)C)C